O[C@@H]1C[C@H](N(C1)C([C@H](C(C)(C)C)NC(=O)C1=NC=CC=N1)=O)C(N[C@@H](C)C1=CC=C(C=C1)C1=C(N=CS1)C)=O N-[(2S)-1-[(2S,4R)-4-hydroxy-2-{[(1S)-1-[4-(4-methyl-1,3-thiazol-5-yl)phenyl]ethyl]carbamoyl}pyrrolidin-1-yl]-3,3-dimethyl-1-oxobutan-2-yl]pyrimidine-2-carboxamide